(E)-2-((1-(3,5-difluorobenzyl)-4-fluoropiperidin-4-yl)methylene)-5,6-dimethoxy-2,3-dihydrobenzo[b]thiophene 1,1-dioxide FC=1C=C(CN2CCC(CC2)(F)\C=C\2/CC3=C(S2(=O)=O)C=C(C(=C3)OC)OC)C=C(C1)F